C(C)OC=1C=C(C=CC1C(N(C=1SC(=CN1)[N+](=O)[O-])C)=O)NC(OC(C)(C)C)=O tert-butyl (3-ethoxy-4-(methyl(5-nitrothiazol-2-yl)carbamoyl) phenyl)carbamate